Methyl ((1R,3R)-3-(6-((5-fluoro-6-(4-(trifluoromethoxy)phenyl)pyridin-2-yl)amino)-3-methyl-2-oxo-2,3-dihydro-1H-imidazo[4,5-c]pyridin-1-yl)cyclopentyl)carbamate FC=1C=CC(=NC1C1=CC=C(C=C1)OC(F)(F)F)NC1=CC2=C(C=N1)N(C(N2[C@H]2C[C@@H](CC2)NC(OC)=O)=O)C